3-(dimethylamino)propylene CN(CC=C)C